O=C1N(CC2=CC=CC=C12)C1=CC=C(C=C1)C(C(=O)O)CC 2-(4-(1-oxoisoindolin-2-yl)phenyl)butyric acid